CC(C=O)(C=C)C1=CCCC=C1 α-Methyl-3,4-dihydromethylenephenylpropanal